FC1=C(C(=O)N[C@@H]2CC[C@H](CC2)C(C)(C)O)C=CC(=C1)C1=NC=CC2=C1C=CO2 2-fluoro-4-(furo[3,2-c]pyridin-4-yl)-N-[trans-4-(2-hydroxypropan-2-yl)cyclohexyl]benzamide